ClC1=C(C=CC=C1B1OC(C(O1)(C)C)(C)C)C1=NC(=C(C=O)C=C1)OC 6-(2-chloro-3-(4,4,5,5-tetramethyl-1,3,2-dioxaborolan-2-yl)phenyl)-2-methoxynicotinaldehyde